FC1=CC=C(C=C1)N1C=NC(=C1)[N+](=O)[O-] 1-(4-fluorophenyl)-4-nitro-1H-imidazole